methyl 1-((4-(1-(tert-butoxycarbonyl)azetidin-3-yl)naphthalen-1-yl)-methyl)piperidine-4-carboxylate C(C)(C)(C)OC(=O)N1CC(C1)C1=CC=C(C2=CC=CC=C12)CN1CCC(CC1)C(=O)OC